FC=1C(=C(C=CC1F)[C@@H]1[C@H](O[C@@](C1)(C(F)(F)F)CC)C(=O)NC1=CC(=NC=C1)C(=O)N)OC 4-((2S,3R,5S)-3-(3,4-difluoro-2-methoxyphenyl)-5-ethyl-5-(trifluoromethyl)tetrahydrofuran-2-carboxamido)picolinamide